6-Chloro-2-{4-[4-(methoxyacetyl)piperazin-1-yl]phenyl}-N-[1-(4-methoxybenzyl)piperidin-4-yl]-3H-imidazo[4,5-b]pyridin-7-amine ClC=1C(=C2C(=NC1)NC(=N2)C2=CC=C(C=C2)N2CCN(CC2)C(COC)=O)NC2CCN(CC2)CC2=CC=C(C=C2)OC